1-methyl-5-(trifluoro-methyl)triazole-4-carbaldehyde CN1N=NC(=C1C(F)(F)F)C=O